tert-butyl-3-(3-methoxyphenyl)-5,6-dihydropyridine C(C)(C)(C)C1=NCCC=C1C1=CC(=CC=C1)OC